C(C)(C)(C)OC(=O)NC1CCC2=C(C(=CS2)C(=O)OCC)C1 ethyl 5-(tert-butoxycarbonylamino)-4,5,6,7-tetrahydrobenzothiophene-3-carboxylate